3-Cyclopropyl-4-(6-(2,5-difluorophenyl)-6-(4-fluoro-1-oxoisoindolin-2-yl)hex-1,3-diyn-1-yl)pyrazolo[1,5-a]pyridine-5-carboxamide C1(CC1)C=1C=NN2C1C(=C(C=C2)C(=O)N)C#CC#CCC(N2C(C1=CC=CC(=C1C2)F)=O)C2=C(C=CC(=C2)F)F